(bromomethyl)-2-methoxybenzonitrile BrCC=1C(=C(C#N)C=CC1)OC